2-(methylsulfonamido)ethyl (S)-2-methylene-4-oxo-4-((1-(4-(trifluoromethyl)phenyl)ethyl)amino)butanoate C=C(C(=O)OCCNS(=O)(=O)C)CC(N[C@@H](C)C1=CC=C(C=C1)C(F)(F)F)=O